CC=1N(C2=CC=CC=C2C1)C1=CC=CC=C1 methyl-N-phenyl-indole